imidazo[1,5-a]1,3,5-triazinone N1C=2N(C=NC1=O)C=NC2